C(CC=CCCCCCCCCCCCC)O 3-hexadecen-1-ol